2-((6-(tert-butylsulfonyl)-3-iodoimidazo[1,2-a]pyridin-7-yl)oxy)ethyl 4-methylbenzenesulfonate CC1=CC=C(C=C1)S(=O)(=O)OCCOC1=CC=2N(C=C1S(=O)(=O)C(C)(C)C)C(=CN2)I